4-Methyl-1-(5-((2-(trifluoromethyl)pyridin-3-yl)thio)pyrazin-2-yl)piperidin-4-amine CC1(CCN(CC1)C1=NC=C(N=C1)SC=1C(=NC=CC1)C(F)(F)F)N